tert-butyl 4-(tetrahydrofuran-3-yl)-1,2,3-oxathiazolidine-3-carboxylate 2,2-dioxide O1CC(CC1)C1N(S(OC1)(=O)=O)C(=O)OC(C)(C)C